N[C@@H]1[C@@H](OCC12CCN(CC2)C2=CC=CC=N2)C 6-((3S,4S)-4-amino-3-methyl-2-oxa-8-azaspiro[4.5]decane-8-yl)pyridin